3-(3-chloro-2-methoxyphenyl)-4,5-dimethyl-5-(trifluoromethyl)tetrahydrofuran-2-carbonitrile ClC=1C(=C(C=CC1)C1C(OC(C1C)(C(F)(F)F)C)C#N)OC